C12(CC(C1)C2)N2[C@@H](C=1NC3=CC=CC=C3C1C[C@H]2C)C2=CC=C(C=C2)N2CCC(CC2)C(OC)OC (1R,3R)-2-(bicyclo[1.1.1]pentan-1-yl)-1-(4-(4-(dimethoxymethyl)piperidin-1-yl)phenyl)-3-methyl-2,3,4,9-tetrahydro-1H-pyrido[3,4-b]indole